1,1,1,2,2,3,3,4,4,5,5,6,6,7,7,8,8-heptadecafluorododecane FC(C(C(C(C(C(C(C(CCCC)(F)F)(F)F)(F)F)(F)F)(F)F)(F)F)(F)F)(F)F